O[C@H]1[C@@H](N(C1)C1=NC(=CC(=C1C#N)C(F)(F)F)C=1C=NN(C1)C1CCNCC1)C 2-[(2S,3R)-3-hydroxy-2-methyl-azetidin-1-yl]-6-[1-(4-piperidyl)pyrazol-4-yl]-4-(trifluoromethyl)pyridine-3-carbonitrile